C(#N)C(CC#N)CCC L-3-cyanohexanenitrile